2,2,3,3,3-pentafluoropropyl alpha-chloroacrylate ClC(C(=O)OCC(C(F)(F)F)(F)F)=C